COC1=NC=C(C2=C1NC(=N2)NC(=O)C2=CC(=NC=C2)N2CCOCC2)C=2C=NN(C2)C N-[4-methoxy-7-(1-methyl-1H-pyrazol-4-yl)-3H-imidazo[4,5-c]pyridin-2-yl]-2-(morpholin-4-yl)pyridine-4-carboxamide